N-(2-(2-amino-ethoxy)ethyl)-4-((3-(2,3-difluoro-4-methoxyphenyl)imidazo[1,2-a]pyrazin-8-yl)amino)-2-methoxy-benzamide 2,2,2-trifluoroacetate FC(C(=O)O)(F)F.NCCOCCNC(C1=C(C=C(C=C1)NC=1C=2N(C=CN1)C(=CN2)C2=C(C(=C(C=C2)OC)F)F)OC)=O